(S)-3-(3-(2-(1-(7-(1-(2,6-dioxopiperidin-3-yl)-3-methyl-2-oxo-2,3-dihydro-1H-benzo[d]imidazol-5-yl)heptyl)-1H-pyrazol-4-yl)acetamido)-1H-pyrazol-5-yl)cyclopentyl isopropylcarbamate C(C)(C)NC(O[C@@H]1CC(CC1)C1=CC(=NN1)NC(CC=1C=NN(C1)CCCCCCCC1=CC2=C(N(C(N2C)=O)C2C(NC(CC2)=O)=O)C=C1)=O)=O